titanium-copper-tin [Sn].[Cu].[Ti]